C(CCOCCCOC)(=O)O 4,8-dioxanonanoic acid